N,N'-ethylenebisoleic acid amide C(CNC(CCCCCCC\C=C/CCCCCCCC)=O)NC(CCCCCCC\C=C/CCCCCCCC)=O